dimethyl-(2-methylpropan-2-yl)monosilane C[SiH](C(C)(C)C)C